1-(1-(2,6-dioxopiperidin-3-yl)-3-methyl-2-oxo-2,3-dihydro-1H-benzo[d]imidazol-5-yl)piperidine 1,3-dimethylimidazolium-2-carboxylate CN1C(=[N+](C=C1)C)C(=O)[O-].O=C1NC(CCC1N1C(N(C2=C1C=CC(=C2)N2CCCCC2)C)=O)=O